FC(OC[C@@H](C1=CC(=CC=C1)OC(F)F)NC(C[C@](CC(F)(F)F)(C)O)=O)F (S)-N-((R)-2-(Difluoromethoxy)-1-(3-(difluoromethoxy)phenyl)ethyl)-5,5,5-trifluoro-3-hydroxy-3-methylpentanamid